butyl (8-(pyrimidin-2-ylamino)octyl)carbamate N1=C(N=CC=C1)NCCCCCCCCNC(OCCCC)=O